(S)-4-(2-((3-aminopyrrolidin-1-yl)methyl)-5-(3-fluoro-4-methylphenyl)-1-methyl-1H-pyrrolo[2,3-c]pyridin-4-yl)-2-fluorobenzonitrile N[C@@H]1CN(CC1)CC1=CC=2C(=CN=C(C2C2=CC(=C(C#N)C=C2)F)C2=CC(=C(C=C2)C)F)N1C